[3-(4-cyclohexylsulfonylphenyl)azetidin-1-yl]-[6-(5-cyclopropyl-4H-1,2,4-triazol-3-yl)-2-azaspiro[3.3]heptan-2-yl]methanone C1(CCCCC1)S(=O)(=O)C1=CC=C(C=C1)C1CN(C1)C(=O)N1CC2(C1)CC(C2)C2=NN=C(N2)C2CC2